4-(5-(3-((2-((3-ethoxy-3-oxopropyl)carbamoyl)-6-methoxybenzo[b]thiophen-5-yl)oxy)propyl)-6-methoxyisoindolin-2-yl)-4-oxobutanoic acid ethyl ester C(C)OC(CCC(=O)N1CC2=CC(=C(C=C2C1)CCCOC1=CC2=C(SC(=C2)C(NCCC(=O)OCC)=O)C=C1OC)OC)=O